8-(5-chloro-3-fluoropyridin-2-yl)-5-(4-(difluoro-methyl)benzyl)-6,9-dioxo-5,8-diazaspiro[3.5]nonane-2-carboxamide ClC=1C=C(C(=NC1)N1CC(N(C2(CC(C2)C(=O)N)C1=O)CC1=CC=C(C=C1)C(F)F)=O)F